CN(CC#CC1=CC2=C(OC[C@@H](C(N2C)=O)NC(=O)C2=NC=CC(=C2)OC2=CC=CC=C2)C=C1)C (S)-N-(7-(3-(dimethylamino)prop-1-yn-1-yl)-5-methyl-4-oxo-2,3,4,5-tetrahydrobenzo[b][1,4]oxazepin-3-yl)-4-phenoxypyridineamide